ClC=1C(=NC=CC1I)N1CCC(CC1)C(=O)OC methyl 1-(3-chloro-4-iodopyridin-2-yl)piperidine-4-carboxylate